C1(=CC=CC=C1)CC phenylethane